O=C1NC(C2=CC(=CC=C12)OC1=CC=C(C=C1)NC(COC1=CC=C(C=C1)C)=O)=O N-(4-((1,3-dioxoisoindolin-5-yl)oxy)phenyl)-2-(p-tolyloxy)acetamide